4-(4-(tert-butyl)phenyl)-N-(4-methoxybenzyl)phthalazine-1-amine C(C)(C)(C)C1=CC=C(C=C1)C1=NN=C(C2=CC=CC=C12)NCC1=CC=C(C=C1)OC